1-propyl-piperidinium Ethyl-4-(3-(4-(((tert-butoxycarbonyl)(2-(1-isopropyl-1H-pyrazol-4-yl)cyclopropyl)amino)methyl)piperidin-1-yl)propyl)benzoate C(C)OC(C1=CC=C(C=C1)CCCN1CCC(CC1)CN(C1C(C1)C=1C=NN(C1)C(C)C)C(=O)OC(C)(C)C)=O.C(CC)[NH+]1CCCCC1